(3R,5S)-tert-butyl 3-([1,2,4]triazolo[4,3-a]pyridin-3-yl)-5-(((benzyloxy)carbonyl)amino)piperidine-1-carboxylate N=1N=C(N2C1C=CC=C2)[C@H]2CN(C[C@H](C2)NC(=O)OCC2=CC=CC=C2)C(=O)OC(C)(C)C